N-(2-(4,4-difluoropiperidin-1-yl)-6-methylpyrimidin-4-yl)-2-(4,4-dimethyl-1,4-azasilinan-1-yl)-6-((2-hydroxyethyl)sulfonamido)nicotinamide FC1(CCN(CC1)C1=NC(=CC(=N1)NC(C1=C(N=C(C=C1)NS(=O)(=O)CCO)N1CC[Si](CC1)(C)C)=O)C)F